FC(C1CCN(CC1)C(=O)NC1=CN=NC=C1)(S(=O)(=O)C=1C=NN2C1C=CC=C2)F 4-(difluoro(pyrazolo[1,5-a]pyridin-3-ylsulfonyl)methyl)-N-(pyridazin-4-yl)piperidine-1-carboxamide